C(C)(C)(C)OC(=O)N1[C@@H](CCC1)C=1C=C(C=C2CCN=CC12)C=1C=C2C(=NC1)NC=C2C (S)-8-(1-(tert-butoxycarbonyl)pyrrolidin-2-yl)-6-(3-methyl-1H-pyrrolo[2,3-b]pyridin-5-yl)-3,4-dihydroisoQuinoline